NC=1SC2=C(N1)C=CC(=C2)C=2C=NC(=C(C(=O)NCC=1C(=NC=CC1)OC1CCCC1)C2)OC 5-(2-aminobenzo[d]thiazol-6-yl)-N-((2-(cyclopentyloxy)pyridin-3-yl)methyl)-2-methoxynicotinamide